C1(=CC=CC=C1)C1=NC(=NC(=N1)C1=CC=CC=C1)C1=CC=C(C=N1)C1=CC=C2C=3C(=CC=CC3C(C2=C1)(C)C)C#N 7-(6-(4,6-diphenyl-1,3,5-triazin-2-yl)pyridin-3-yl)-9,9-dimethyl-9H-fluorene-4-carbonitrile